methyl 5-(6-((4-chloro-2-fluorobenzyl) oxy) pyridin-2-yl)-5-azaspiro[2.3]hexane-1-carboxylate ClC1=CC(=C(COC2=CC=CC(=N2)N2CC3(CC3C(=O)OC)C2)C=C1)F